1-[3-cyclopropyl-5-(2-methylpropylsulfamoyl)-7,8-dihydro-6H-cyclopenta[g]isoquinolin-7-yl]-3-ethylurea C1(CC1)C=1N=CC2=CC3=C(C(=C2C1)S(NCC(C)C)(=O)=O)CC(C3)NC(=O)NCC